C(C1=CC=CC=C1)(C1=CC=CC=C1)(C1=CC=CC=C1)SCCCN1C(C2=CC=CC=C2C1=O)=O 2-(3-(tritylthio)propyl)isoindoline-1,3-dione